BrC1=NN(C2=CC(=CC(=C12)F)COC1=CC=C(C=C1)[C@H](CC(=O)O)C)C1CCCC1 (S)-3-(4-((3-bromo-1-cyclopentyl-4-fluoro-1H-indazol-6-yl)methoxy)phenyl)butanoic acid